The molecule is a member of the class of tetraphenes that is tetraphene in which the hydrogen at position 1 has been replaced by a hydroxy group. It is a urinary hydroxylated metabolite of tetraphene (benzo[a]anthracene). It has a role as a human xenobiotic metabolite. It is a member of tetraphenes and a member of phenols. It derives from a hydride of a tetraphene. C1=CC=C2C=C3C(=CC2=C1)C=CC4=C3C(=CC=C4)O